FC1=C(C=CC(=C1C(=O)C1=NNC2=NC=C(C=C21)C2=CC(=CC=C2)OC)F)NS(=O)(=O)CCC N-(2,4-Difluoro-3-(5-(3-methoxyphenyl)-1H-pyrazolo[3,4-b]pyridin-3-carbonyl)-phenyl)propan-1-sulfonamid